CS(=O)O (R)-methylsulphinic acid